palladium (0) 2-di-tert-butylphosphino-2',4',6'-triisopropylbiphenyl C(C)(C)(C)P(C1=C(C=CC=C1)C1=C(C=C(C=C1C(C)C)C(C)C)C(C)C)C(C)(C)C.[Pd]